N-(4-hydroxybutyl)-4-methoxybenzenesulfonamide OCCCCNS(=O)(=O)C1=CC=C(C=C1)OC